N-((R)-4-hydroxybutan-2-yl)-8-(4-(trifluoromethyl)cyclohex-1-en-1-yl)quinoline-3-carboxamide OCC[C@@H](C)NC(=O)C=1C=NC2=C(C=CC=C2C1)C1=CCC(CC1)C(F)(F)F